BrC=1C=C(C(=O)N2CC=3N=C(N(C(C3C[C@H]2C)=O)C2=CC=C(C(=O)NC)C=C2)NC(C)C)C=CC1C(F)F (R)-4-(7-(3-Bromo-4-(difluoromethyl)benzoyl)-2-(isopropylamino)-6-methyl-4-oxo-5,6,7,8-tetrahydropyrido[3,4-d]pyrimidin-3(4H)-yl)-N-methylbenzamide